FC=1C2=C(C=NC1)C(=NN2[C@H]2CN(CCC2)C(C=C)=O)C2=CC=C(C=C2)OC2=C(C(=CC=C2)OC)F (R)-1-(3-(7-fluoro-3-(4-(2-fluoro-3-methoxyphenoxy)phenyl)-1H-pyrazolo[4,3-c]pyridin-1-yl)piperidin-1-yl)prop-2-en-1-one